6-((2,3-dihydroxypropyl)carbamoyl)picolinate OC(CNC(=O)C1=CC=CC(=N1)C(=O)[O-])CO